6-chloro-2-(4,4-difluoro-3-methylpiperidin-1-yl)-4-methylnicotinic acid ClC1=NC(=C(C(=O)O)C(=C1)C)N1CC(C(CC1)(F)F)C